1-[3-(methoxymethyl)-3-[[[r-(2s,3r,4r,5r)-2,3,4,5,6-pentahydroxyhexyl]amino]methyl]pyrrolidin-1-yl]ethanone COCC1(CN(CC1)C(C)=O)CNC[C@@H]([C@H]([C@@H]([C@@H](CO)O)O)O)O